FCC(C(=O)O)=C 2-fluoromethylacrylic acid